NC1=CC=2C3=C(C(N(C2C=C1)CC1CC1)=O)OCC[C@@H](N3)C3CC3 (R)-10-amino-2-cyclopropyl-7-(cyclopropylmethyl)-1,2,3,4-tetrahydro-[1,4]oxazepino[2,3-c]quinolin-6(7H)-one